Dimethyl-pentamethylcyclopentadienyl-(1-isobutyl-1,5,6,7-tetrahydro-s-indacenyl)hafnium (IV) C[Hf](C1(C=CC2=CC=3CCCC3C=C12)CC(C)C)(C1(C(=C(C(=C1C)C)C)C)C)C